C1(CCCCC1)C1=CC=C(CN(C(=O)C=2COC3=C(C2)C=C(C=C3)F)C)C=C1 N-(4-cyclohexylbenzyl)-6-fluoro-N-methyl-2H-benzopyran-3-carboxamide